C(C1=CC=CC=C1)N1CCN(CC1)[C@H]1[C@H](CN(CC1)C1=C2C(C(N(C2=CC=C1)C=1C(=NC(=CC1)OCC1=CC=CC=C1)OCC1=CC=CC=C1)=O)(C)C)F 4-((3S,4R)-4-(4-benzylpiperazin-1-yl)-3-fluoropiperidin-1-yl)-1-(2,6-bis(benzyloxy)pyridin-3-yl)-3,3-dimethylindolin-2-one